C(C)OC(=O)C1=NN(C2=C1CCC=1C=NC(=NC21)N)CCF 8-amino-1-(2-fluoroethyl)-4,5-dihydropyrazolo[4,3-h]Quinazoline-3-carboxylic acid ethyl ester